OC1=CC(=C(C=C1)NC(C)=O)OC N-(4-hydroxy-2-methoxyphenyl)acetamide